CC(C(=O)[O-])=C 2-methyl-2-propenoate